3-TERT-BUTYL-5-CHLORO-1-(PENTAN-3-YL)-1H-PYRAZOLE-4-CARBALDEHYDE C(C)(C)(C)C1=NN(C(=C1C=O)Cl)C(CC)CC